(1s,3s)-3-{4-amino-3-[5-cyclopropyl-4-(pyridin-2-yl)-1,2-oxazol-3-yl]-1H-pyrazolo[3,4-d]pyrimidin-1-yl}-N-ethyl-N-methylcyclobutane-1-carboxamide NC1=C2C(=NC=N1)N(N=C2C2=NOC(=C2C2=NC=CC=C2)C2CC2)C2CC(C2)C(=O)N(C)CC